COC=1C=C(OC2CN(C2)C=2C(=C(C(=O)OC)C=CC2)N2C=CC=C2)C=CC1 Methyl 3-(3-(3-methoxyphenoxy)azetidin-1-yl)-2-(1H-pyrrol-1-yl)benzoate